N1=CC=CC2=CCC(C=C12)=O quinolin-7(6H)-one